N[C@H](C)C1=NN(C=2N(C([C@@H]([C@@H](C21)C2=CC=C(C=C2)F)NC(C2=CC(=CC=C2)C(F)(F)F)=O)=O)CC)C2=CC=CC=C2 |o1:9,10| N-((4R*,5R*)-3-((R)-1-aminoethyl)-7-ethyl-4-(4-fluorophenyl)-6-oxo-1-phenyl-4,5,6,7-tetrahydro-1H-pyrazolo[3,4-b]pyridine-5-yl)-3-(trifluoromethyl)benzamide